diethyl 3,5-di-tert-butyl-4-hydroxybenzyl phosphate P(=O)(OCC)(OCC)OCC1=CC(=C(C(=C1)C(C)(C)C)O)C(C)(C)C